7-amino-6-(2-chloro-5-fluorobenzoyl)-1h,3h-benzo[e][1,3,4]oxathiazine-5-carbonitrile 2,2-dioxide NC=1C(=C(C2=C(NS(CO2)(=O)=O)C1)C#N)C(C1=C(C=CC(=C1)F)Cl)=O